N-((1S)-1-(1-(6-(((ethyl(methyl)amino)(methyl)(oxo)-λ6-sulfaneylidene)amino)pyrimidin-4-yl)-1H-1,2,4-triazol-5-yl)ethyl)-3,5-bis(trifluoromethyl)benzamide C(C)N(C)S(=O)(C)=NC1=CC(=NC=N1)N1N=CN=C1[C@H](C)NC(C1=CC(=CC(=C1)C(F)(F)F)C(F)(F)F)=O